BrC(C#N)CCCC#N bromoadiponitrile